CC=1CC(NN1)=S 5-methyl-2,4-dihydropyrazol-3-thione